CO\C=C/1\C(CN(CC1)C(=O)OC(C)(C)C)(C)C tert-butyl (4E)-4-(methoxymethylidene)-3,3-dimethylpiperidine-1-carboxylate